C(C)C(=CCC)CC diethyl-butene